COC1=CC=C(C=C1)C1=NC(=C(N=C1C1=CC=C(C=C1)OC)C1=CC=C(C=C1)OC)C1=CC=C(C=C1)OC 2,3,5,6-tetrakis(4-methoxyphenyl)pyrazine